3-(2,4-dichloro-6,7-dihydro-8H-pyrimido[5,4-b][1,4]oxazin-8-yl)propan-1-ol ClC=1N=C(C=2OCCN(C2N1)CCCO)Cl